ClC=1C2=C(C(=NC1)C)CC(C2)C=O 4-chloro-1-methyl-6,7-dihydro-5H-cyclopenta[c]pyridine-6-carbaldehyde